OC1=CC=C2C=C(NC2=C1)CNC(=O)C1(CC1)C N-((6-hydroxy-1H-indol-2-yl)methyl)-1-methylcyclopropanecarboxamide